3-(4-bromophenyl)propionic acid methyl ester hydrochloride Cl.COC(CCC1=CC=C(C=C1)Br)=O